CS(=O)(=O)C=1C=C(C=CC1)N1N=C(C=CC1=O)C(=O)O 1-(3-methanesulfonylphenyl)-6-oxo-pyridazine-3-carboxylic acid